C(C)(=O)N(C1=C(C=NN1C1=C(C=C(C=C1)F)F)C(=O)OCC)C ethyl 5-[acetyl(methyl)amino]-1-(2,4-difluorophenyl)pyrazole-4-carboxylate